2-(6-(5,5-Dimethyl-6,7-dihydro-5H-pyrrolo[2,1-c][1,2,4]triazol-3-yl)pyridine-2-yl)-6-(2,2-dimethylpyrrolidin-1-yl)-1-oxo-2,3-dihydro-1H-pyrrolo[3,4-c]pyridine CC1(CCC2=NN=C(N21)C2=CC=CC(=N2)N2CC=1C=NC(=CC1C2=O)N2C(CCC2)(C)C)C